(rac)-cis-N-(1-(2-fluorocyclopropyl)-2-oxo-1,2-dihydropyridin-3-yl)-7-isopropoxy-2-(1-(methoxymethyl)-2-oxabicyclo[2.1.1]hex-4-yl)imidazo[1,2-a]pyrimidine-6-carboxamide FC1C(C1)N1C(C(=CC=C1)NC(=O)C=1C(=NC=2N(C1)C=C(N2)[C@@]21CO[C@@](C2)(C1)COC)OC(C)C)=O